ON1C(CC(CC1(C)C)OC(CCCCCCCCCC)=O)(C)C.C(C1=CC=CC=C1)OC1=C(C(=C(C=C1)C=1C(=NN(C1)CCOC)CF)F)F 4-(4-benzyloxy-2,3-difluoro-phenyl)-3-(fluoromethyl)-1-(2-methoxyethyl)pyrazole 1-oxyl-2,2,6,6-tetramethylpiperidin-4-yl-undecanoate